[N+](=O)([O-])C=1C=NN(C1)CCOCCOCCNC([O-])=O [2-[2-[2-(4-nitropyrazol-1-yl)ethoxy]ethoxy]ethyl]carbamate